N,N-diethyl-3-(4-formylphenoxy)propylamine C(C)N(CC)CCCOC1=CC=C(C=C1)C=O